(2-(aminomethyl)-5-(4,4,5,5-tetramethyl-1,3,2-dioxaborolan-2-yl)phenyl)methanol hydrochloride Cl.NCC1=C(C=C(C=C1)B1OC(C(O1)(C)C)(C)C)CO